(S)-N-(1-(5-(benzylthio)pyridin-2-ylamino)-1-oxo-3-phenylpropan-2-yl)-4-fluorobenzamide C(C1=CC=CC=C1)SC=1C=CC(=NC1)NC([C@H](CC1=CC=CC=C1)NC(C1=CC=C(C=C1)F)=O)=O